(E)-N-(4-(2-propylhydrazine-1-carbonyl)benzyl)-3-(pyridin-2-yl)acrylamide (R)-tert-butyl-azepan-3-ylcarbamate C(C)(C)(C)N(C(O)=O)[C@H]1CNCCCC1.C(CC)NNC(=O)C1=CC=C(CNC(\C=C\C2=NC=CC=C2)=O)C=C1